N-(4-amino-2H-pyrazolo[4,3-c]pyridin-7-yl)-2-oxo-2-[rac-(2R,5S)-2-[4-[2-(dimethylamino)ethyl]phenyl]-5-methyl-1-piperidyl]acetamide NC1=NC=C(C=2C1=CNN2)NC(C(N2[C@H](CC[C@@H](C2)C)C2=CC=C(C=C2)CCN(C)C)=O)=O |r|